2'-(1-hydroxyethyl)-[1,1'-biphenyl]-2-ol OC(C)C1=C(C=CC=C1)C=1C(=CC=CC1)O